ClC1=NC=2N(C(=C1)N(C(OC(C)(C)C)=O)CC1=CC=C(C=C1)C1=NC=C(C=C1)F)N=CC2C2CC2 tert-butyl (5-chloro-3-cyclopropylpyrazolo[1,5-a]pyrimidin-7-yl)(4-(5-fluoropyridin-2-yl)benzyl)carbamate